NC1=C(C=C(C=C1)C1=C(NC=2N(C1=O)N=C(C2C2=CC=CC=C2)C2=CC=CC=C2)C)SCC2=CC=C(C=C2)OC 6-(4-amino-3-((4-methoxybenzyl)thio)phenyl)-5-methyl-2,3-diphenylpyrazolo[1,5-a]pyrimidin-7(4H)-one